nonylphenol phosphate potassium salt [K+].P(=O)([O-])([O-])OC1=C(C=CC=C1)CCCCCCCCC.[K+]